(2s,3s,4r,5r)-5-(6-((5-chloropyridin-2-yl)methylamino)-2-(5-chloropyridin-3-yl)-9H-purin-9-yl)-3,4-dihydroxy-N-(methyl-d3)-tetrahydrofuran-2-carboxamide ClC=1C=CC(=NC1)CNC1=C2N=CN(C2=NC(=N1)C=1C=NC=C(C1)Cl)[C@H]1[C@@H]([C@@H]([C@H](O1)C(=O)NC([2H])([2H])[2H])O)O